N-(4-((2-amino-3-chloropyridin-4-yl)oxy)-3-fluorophenyl)-1-(6-methylpyridin-2-yl)-5-(trifluoromethyl)-1H-pyrazole-4-carboxamide NC1=NC=CC(=C1Cl)OC1=C(C=C(C=C1)NC(=O)C=1C=NN(C1C(F)(F)F)C1=NC(=CC=C1)C)F